methyl 3-azido-4-hydroxy-benzoate N(=[N+]=[N-])C=1C=C(C(=O)OC)C=CC1O